ClC=1C=CC(=C(C1)NC(C(=O)OC)=O)C(F)(F)F Methyl 2-((5-chloro-2-(trifluoromethyl) phenyl) amino)-2-oxoacetate